2-[(2S,5R,8S,11S)-5-benzyl-11-{3-[(diaminomethylidene)amino]propyl}-7-methyl-3,6,9,12,15-pentaoxo-8-(propan-2-yl)-1,4,7,10,13-pentaazacyclopentadecan-2-yl]acetic acid C(C1=CC=CC=C1)[C@H]1NC([C@@H](NC(CNC([C@@H](NC([C@@H](N(C1=O)C)C(C)C)=O)CCCN=C(N)N)=O)=O)CC(=O)O)=O